COCCN(CCC(C(=O)O)NC(CC1CCOCC1)=O)CCCCC1=NC=2NCCCC2C=C1 4-[2-methoxyethyl-[4-(5,6,7,8-tetrahydro-1,8-naphthyridin-2-yl)butyl]amino]-2-[(2-tetrahydropyran-4-ylacetyl)amino]butanoic acid